4-[9-(4-chloro-2-fluoro-phenyl)-2,3-dimethyl-4-oxo-pyrazino[1,2-a]pyrimidin-7-yl]-N'-(cyclopropanecarbonyl)tetrahydropyran-2-carbohydrazide ClC1=CC(=C(C=C1)C1=NC(=CN2C1=NC(=C(C2=O)C)C)C2CC(OCC2)C(=O)NNC(=O)C2CC2)F